C(C)(=O)[O-].[Pb+4].C(C)(=O)[O-].C(C)(=O)[O-].C(C)(=O)[O-] lead(IV) acetate